FC(C=1OC(=NN1)C1=CC=C(C=C1)CN1N=NC2=C1C=C(C=C2)C)F 2-(difluoromethyl)-5-(4-((6-methyl-1H-benzo[d][1,2,3]triazol-1-yl)methyl)phenyl)-1,3,4-oxadiazole